(R)-4-boc-2-methylpiperazine C(=O)(OC(C)(C)C)N1C[C@H](NCC1)C